N1C(CCC2=CC=CN=C12)CCCCC(=O)N TETRAHYDRONAPHTHYRIDINPENTANAMID